BrC1=NN2C(N=C(C=C2NC[C@]2(C[C@@H](CC2)O)C2=CC=NC=C2)C(F)(F)F)=C1 (1R,3R)-3-(((2-bromo-5-(trifluoromethyl)pyrazolo[1,5-a]pyrimidin-7-yl)amino)methyl)-3-(pyridin-4-yl)cyclopentan-1-ol